[3H]naphtho[2,1-b]-1,4-oxazine N=1C2=C(OCC1)C=CC1=CC=CC=C12